N1C(=NC=C1)COC1=CC(=C2CN(C(C2=C1)=O)C1CCC(CC1)C(=O)NC1=CC(=C(C=C1)C)OC)C (1s,4s)-4-(6-((1H-imidazol-2-yl)methoxy)-4-methyl-1-oxoisoindolin-2-yl)-N-(3-methoxy-4-methylphenyl)cyclohexanecarboxamide